COCCN1C=CC=2C1=NC=C(C2)[N+](=O)[O-] 1-(2-methoxyethyl)-5-nitro-1H-pyrrolo[2,3-b]pyridine